CC1=NC2=CC=CC(=C2C=C1)CC(=O)N1C(CCC1)C(=O)N 1-[2-(2-methylquinolin-5-yl)acetyl]pyrrolidine-2-carboxamide